C(#N)C1=CC2=C(CN(C[C@H]2C2=C(C=CC=C2)C=2C(=NN(C2)CC)C(F)(F)F)C(CP(OCC)(OCC)=O)=O)S1 Diethyl (S)-(2-(2-cyano-4-(2-(1-ethyl-3-(trifluoromethyl)-1H-pyrazol-4-yl)phenyl)-4,7-dihydrothieno[2,3-c]pyridin-6(5H)-yl)-2-oxoethyl)phosphonate